(1S,2S)-N-(6-(5-chloro-6-fluoro-7-(1-hydroxyprop-2-yn-1-yl)-1H-indazol-4-yl)imidazo[1,2-a]pyrazin-2-yl)-2-fluorocyclopropane-1-carboxamide ClC=1C(=C2C=NNC2=C(C1F)C(C#C)O)C=1N=CC=2N(C1)C=C(N2)NC(=O)[C@H]2[C@H](C2)F